4-(2-(benzylamino)ethyl)cyclohexanone C(C1=CC=CC=C1)NCCC1CCC(CC1)=O